5-chloro-2-(difluoromethyl)-N-((1r,4r)-4-((3-(4-methyl-6-propionamidopyridin-3-yl)-2-oxo-2,3-dihydro-1H-benzo[d]imidazol-1-yl)methyl)cyclohexyl)nicotinamide ClC=1C=NC(=C(C(=O)NC2CCC(CC2)CN2C(N(C3=C2C=CC=C3)C=3C=NC(=CC3C)NC(CC)=O)=O)C1)C(F)F